C=1C=CN2C=CC(=CC12)CC1=NC2=C(N1C(=O)N)C=CC=C2N2CCN(CC2)C (Indolizin-7-ylmethyl)-4-(4-methylpiperazin-1-yl)-1H-benzo[d]imidazole-1-carboxamide